C(C)(C)(C)OC(=O)NC1=CC2=C(N=C(S2)C=CC#C)C=C1 4-(6-((tert-butoxycarbonyl)amino)benzo[d]thiazol-2-yl)but-3-en-1-yne